B(O)(O)O.FC=1C(=C(C=CC1)F)F trifluorobenzene Borate salt